TERT-BUTYL 5-(4-AMINO-1-(2-METHOXYETHYL)-1H-PYRAZOLO[3,4-D]PYRIMIDIN-3-YL)-4-FLUOROINDOLINE-1-CARBOXYLATE NC1=C2C(=NC=N1)N(N=C2C=2C(=C1CCN(C1=CC2)C(=O)OC(C)(C)C)F)CCOC